COC=1C=C(C=CC1OC1=CC=CC=C1)NC(=O)NC1=CC=CC=C1 1-(3-methoxy-4-phenoxyphenyl)-3-phenylurea